NC=1C=C(C=C2C=C(N=NC12)NC(=O)C1CC1)C=1C=NC=CC1C N-(8-Amino-6-(4-methylpyridin-3-yl)cinnolin-3-yl)cyclopropanecarboxamide